C12(CCCCC1)CCOC1=CC=C(C=C12)CC(=O)O 2-(spiro[chroman-4,1'-cyclohexane]-6-yl)acetic acid